C(CCCCCC)OC1=CC=C(C=C1)S(=O)(=O)C=1C=NC2=CC=C(C=C2C1N1CCC(CC1)N1CCN(CC1)C)S(=O)C 3-((4-(heptyloxy)phenyl)sulfonyl)-4-(4-(4-methylpiperazin-1-yl)piperidin-1-yl)-6-(methylsulfinyl)quinoline